Tert-butyl 2-(2-(2-isopropylphenyl)-4-(4-methoxyphenylethyl)-6-oxopiperazin-1-yl)-7-azaspiro[3.5]Nonane-7-carboxylate C(C)(C)C1=C(C=CC=C1)C1N(C(CN(C1)CCC1=CC=C(C=C1)OC)=O)C1CC2(C1)CCN(CC2)C(=O)OC(C)(C)C